C(C)(C)(C)OC(=O)N1CCC(CC1)CCOC1=CC(=C(C=C1)C(C1=CC(=C(C(=C1)OC)OC)OC)O)C 4-(2-(4-(hydroxy(3,4,5-trimethoxyphenyl)methyl)-3-methylphenoxy)ethyl)piperidine-1-carboxylic acid tert-butyl ester